FC(OC1=C(C=C(C=C1)OC1=CC=CC=C1)C1=NNC=C1NC(=O)C=1C=NN2C1N=CC=C2)F N-[3-[2-(difluoromethoxy)-5-phenoxy-phenyl]-1H-pyrazol-4-yl]pyrazolo[1,5-a]pyrimidine-3-carboxamide